OC1(CCC1)CN1C(N(CC12CCC(CC2)(C2=CC=CC=C2)NC)C=2C(=NC(=NC2)C#N)OC)=O 5-[1-[(1-hydroxy-cyclobutyl)-methyl]-8-methylamino-2-oxo-8-phenyl-1,3-diazaspiro[4.5]decan-3-yl]-4-methoxy-pyrimidine-2-carbonitrile